C12CC(CC(CC1)O2)NC2=NN1C(C(=N2)OC)=C(C=C1)C=1C=NC=2N(C1)C=CN2 N-(8-Oxabicyclo[3.2.1]octan-3-yl)-5-(imidazo[1,2-a]pyrimidin-6-yl)-4-methoxypyrrolo[2,1-f][1,2,4]triazin-2-amine